FC1(CCC(CC1)[C@H](NC(=O)C1=CC=NN1C)C=1N=C2N(N=C(C=N2)C[C@@H]2C(NC[C@@H](C2)C(F)(F)F)=O)C1)F N-((S)-(4,4-difluorocyclohexyl)(2-(((3R,5R)-2-oxo-5-(trifluoromethyl)piperidin-3-yl)methyl)imidazo[1,2-b][1,2,4]triazin-6-yl)methyl)-1-methyl-1H-pyrazole-5-carboxamide